N-{3-[4-(5-methoxypyridin-3-yl)-6-oxo-1,6-dihydropyrimidin-2-yl]-4-(trifluoromethyl)benzyl}isobutyramide COC=1C=C(C=NC1)C=1N=C(NC(C1)=O)C=1C=C(CNC(C(C)C)=O)C=CC1C(F)(F)F